2-(3,4-dichlorophenyl)-N-((6-phenylimidazo[2,1-b]thiazol-5-yl)methyl)ethan-1-amine ClC=1C=C(C=CC1Cl)CCNCC1=C(N=C2SC=CN21)C2=CC=CC=C2